Cl.Cl.NC1=CC=CC(=N1)C(=O)C1CCN(CC1)C (6-aminopyridine-2-yl)-(1-methylpiperidine-4-yl)-methanone dihydrochloride